O1CC(C1)OCC1=CC=C(C=C1)C(C)=O 1-(4-((oxetan-3-yloxy)methyl)phenyl)ethan-1-one